(S)-N-(4-fluoro-3-(trifluoromethyl)phenyl)-3-(5-(3-hydroxybut-1-yn-1-yl)-2-methoxybenzamido)-2-naphthamide FC1=C(C=C(C=C1)NC(=O)C1=CC2=CC=CC=C2C=C1NC(C1=C(C=CC(=C1)C#C[C@H](C)O)OC)=O)C(F)(F)F